{4,6-Bis[4-(1-methyl-1H-pyrazol-4-yl)-1H-imidazol-1-yl]-3-(propan-2-yl)-1H-pyrazolo[3,4-b]pyridin-1-yl}-3-ethylbenzonitrile CN1N=CC(=C1)C=1N=CN(C1)C1=C2C(=NC(=C1)N1C=NC(=C1)C=1C=NN(C1)C)N(N=C2C(C)C)C2=C(C#N)C=CC=C2CC